N-(1,3-benzodioxol-5-ylmethyl)-8-methyl-2-(4-methylbenzyl)-4,5-dihydro-2H-furo[2,3-g]indazole-7-carboxamide O1COC2=C1C=CC(=C2)CNC(=O)C2=C(C1=C(CCC3=CN(N=C13)CC1=CC=C(C=C1)C)O2)C